3-(3,4-dimethoxybenzyl)-6-[(1-methylprop-2-yn-1-yl)amino]-1-(tetrahydro-2H-pyran-4-yl)quinazoline-2,4(1H,3H)-dione COC=1C=C(CN2C(N(C3=CC=C(C=C3C2=O)NC(C#C)C)C2CCOCC2)=O)C=CC1OC